8-(4,4-difluorocyclohexyl)-2-(difluoromethyl)-6-[(2S,4R)-2-(2-methoxy-4-pyridyl)tetrahydropyran-4-yl]-3-methyl-pyrimido[5,4-d]pyrimidin-4-one FC1(CCC(CC1)C1=NC(=NC2=C1N=C(N(C2=O)C)C(F)F)[C@H]2C[C@H](OCC2)C2=CC(=NC=C2)OC)F